C(C1=CC=CC=C1)N1CC2C3(NC(C(C(C31)CC(C)C)C2)=O)C(=O)NCC2=CC=C(C=C2)O 1-benzyl-N-(4-hydroxybenzyl)-7-isobutyl-5-oxooctahydro-3aH-3,6-methanopyrrolo[3,2-b]pyridine-3a-carboxamide